tert-butyl (S)-4-((3S,4S)-4-((tert-butyldiphenylsilyl)oxy)tetrahydrofuran-3-yl)-3-methylpiperazine-1-carboxylate [Si](C1=CC=CC=C1)(C1=CC=CC=C1)(C(C)(C)C)O[C@H]1[C@H](COC1)N1[C@H](CN(CC1)C(=O)OC(C)(C)C)C